C(C)(C)(C)OC(=O)N1CCC(CC1)CCC1=CC=C(C=C1)\C=C\C(=O)OC (E)-4-(4-(3-methoxy-3-oxoprop-1-en-1-yl)phenethyl)piperidine-1-carboxylic acid tert-butyl ester